tert-Butyl (6R,8aR)-6-methyl-3-oxotetrahydro-3H-oxazolo[3,4-a]pyrazine-7(1H)-carboxylate C[C@H]1N(C[C@H]2N(C1)C(OC2)=O)C(=O)OC(C)(C)C